BrC=1C=C(C=CC1)N(C(OC(C)C)=O)C isopropyl (3-bromophenyl)(methyl)carbamate